(R)-N-(1-(3-bromophenyl)ethyl)-7-methoxy-2-methyl-6-((7-(piperidin-1-yl)-heptyl)oxy)quinazolin-4-amine BrC=1C=C(C=CC1)[C@@H](C)NC1=NC(=NC2=CC(=C(C=C12)OCCCCCCCN1CCCCC1)OC)C